2,2'-bis(trifluoromethyl)-4,4'-bis(3,4-dicarboxyphenoxy)biphenyl FC(C1=C(C=CC(=C1)OC1=CC(=C(C=C1)C(=O)O)C(=O)O)C1=C(C=C(C=C1)OC1=CC(=C(C=C1)C(=O)O)C(=O)O)C(F)(F)F)(F)F